diammonium zinc biscarbonate C([O-])([O-])=O.C([O-])([O-])=O.[Zn+2].[NH4+].[NH4+]